C1(=CC=CC=C1)P(C1=CC=CC=C1)CN1CCN(CC1)CP(C1=CC=CC=C1)C1=CC=CC=C1 N,N'-bis(diphenylphosphinomethyl)piperazine